1-(2-(4-cyclopropyl-1H-1,2,3-triazol-1-yl)-3,3-dimethylbutyryl)-4-hydroxy-N-(1-(4-(4-methylthiazol-5-yl)phenyl)ethyl)pyrrolidine-2-carboxamide C1(CC1)C=1N=NN(C1)C(C(=O)N1C(CC(C1)O)C(=O)NC(C)C1=CC=C(C=C1)C1=C(N=CS1)C)C(C)(C)C